COC1=C(C=C(C(=C1)CCC)OC)CC(CCF)=O 1-(2,5-dimethoxy-4-propylphenyl)-4-fluorobutan-2-one